BrCC1=NC2=C(N1C)C(=CC=C2)Cl 2-(bromomethyl)-7-chloro-1-methyl-benzimidazole